4-amino-1-[(2R,3S,4S,5R)-3,4-dihydroxy-5-(hydroxymethyl)oxapentan-2-yl]pyrimidin-2-one NC1=NC(N(C=C1)[C@H](O)[C@H]([C@H](CCO)O)O)=O